3-bromo-4-methoxy-4'-bromobenzophenone BrC=1C=C(C(=O)C2=CC=C(C=C2)Br)C=CC1OC